5-(2,5-dichloropyridin-4-yl)-1-methyl-1H-benzo[d]imidazole ClC1=NC=C(C(=C1)C1=CC2=C(N(C=N2)C)C=C1)Cl